1-(2,3-dihydrobenzo[1,4]dioxin-2-ylmethyl)-3-o-tolylpiperidine O1C(COC2=C1C=CC=C2)CN2CC(CCC2)C2=C(C=CC=C2)C